FC1=CC2=C(C(CN(CC2)S(=O)(=O)C)=O)C=C1F 7,8-difluoro-3-(methylsulfonyl)-2,3,4,5-tetrahydro-1H-benzo[d]azepin-1-one